COC(=O)C1N(CCCC1)CC(=C)CCl 1-(2-(chloromethyl)allyl)piperidine-2-carboxylic acid methyl ester